3-isopropyl-4-propoxy-1-tosyl-1H-pyrrolo[2,3-b]pyridin-5-ol C(C)(C)C1=CN(C2=NC=C(C(=C21)OCCC)O)S(=O)(=O)C2=CC=C(C)C=C2